ClC1=CC(=CC=2C3=CC=CC=C3N(C12)C1=CC=CC=C1)[Si](C1=CC=CC=C1)(C1=CC=CC=C1)C1=CC=CC=C1 1-chloro-9-phenyl-3-(triphenylsilyl)-9H-carbazole